[Cl-].C(CCCCCCCCCCCCCCCCC)[N+](CCC[Si](OC)(OC)OC)(C)C octadecyl-dimethyl-(γ-trimethoxysilylpropyl)ammonium chloride